4-(7-(4-(bis(4-methoxyphenyl)amino)phenyl)-2-(3,4,5-trifluorophenyl)-2H-benzotriazole-4-yl)benzaldehyde COC1=CC=C(C=C1)N(C1=CC=C(C=C1)C1=CC=C(C=2C1=NN(N2)C2=CC(=C(C(=C2)F)F)F)C2=CC=C(C=O)C=C2)C2=CC=C(C=C2)OC